[Na].[K].[Na] sodium-potassium-sodium salt